O1C(NC=2C1=CC(CC2)=O)=O benzo[1,2-d]oxazol-2,6(3H)-dione